Racemic-trans-3-((tert-butoxycarbonyl)amino)cyclohexane-1-carboxylic acid C(C)(C)(C)OC(=O)N[C@@H]1C[C@H](CCC1)C(=O)O |r|